ClCC(=O)N1CCN(CC1)CCC1(C(=O)N)CC(C(=O)NC2=CC(=CC=C2)O)=CC(=C1)N1C(C2=CC=CC=C2C1)=O 1-(2-(4-(2-chloroacetyl)piperazin-1-yl)ethyl)-N3-(3-hydroxyphenyl)-5-(1-oxoisoindolin-2-yl)isophthalamide